O1C=NC(C1)=O oxazolin-4-one